FC1=C(C=CC(=C1F)C1=NOC(=N1)C(F)(F)F)CN1OCCC1=O 2-[[2,3-difluoro-4-[5-(trifluoromethyl)-1,2,4-oxadiazol-3-yl]phenyl]methyl]isoxazolidin-3-one